C(C)(C)OC(=O)N1CCN(CC1)C1=NC=2N(C=C1)N=CC2C=2C(=NC=CC2)C 4-(3-(2-methylpyridin-3-yl)pyrazolo[1,5-a]pyrimidin-5-yl)piperazine-1-carboxylic acid isopropyl ester